COC(C(=O)C1=CC=CC=C1)(C1=CC=CC=C1)OC α,α-Dimethoxy-2-phenylacetophenon